4,6-bis(naphthalen-1-yl-phenyl)-2-(4-(pyridin-3-yl)-phenyl)-benzoxazole C1(=CC=CC2=CC=CC=C12)C1=C(C=CC=C1)C1=CC(=CC2=C1N=C(O2)C2=CC=C(C=C2)C=2C=NC=CC2)C2=C(C=CC=C2)C2=CC=CC1=CC=CC=C21